N1(C=CC2=CC=CC=C12)S(=O)(=O)N 1H-indole-1-sulfonamide